OC1=C(C(=O)N2CC3=CC=CC=C3C2)C=C(C(=C1)O)C(C)C 2-(2,4-dihydroxy-5-isopropylbenzoyl)isoindolin